N,N-dimethylformamide Cesium carbonate C([O-])([O-])=O.[Cs+].CN(C=O)C.[Cs+]